C(C(=C)C)(=O)OCCCC[SiH2]C(OCC)OCC δ-Methacryloyl-oxy-butyldiethoxymethyl-silane